P(OC(C)C)([O-])([O-])=O monoisopropyl phosphorate